C1N(CC12CCC2)CCO 2-(2-azaspiro[3.3]heptan-2-yl)ethan-1-ol